1-propyl-1H-pyrazol-4-ol C(CC)N1N=CC(=C1)O